4-Morpholin-4-ylthieno[3,2-d]pyrimidin N1(CCOCC1)C=1C2=C(N=CN1)C=CS2